8-[4-[2-[5-[(4-methylpiperazin-1-yl)methyl]-2-(1H-pyrrolo[3,2-c]pyridin-3-yl)phenoxy]ethyl]phenyl]isoquinoline CN1CCN(CC1)CC=1C=CC(=C(OCCC2=CC=C(C=C2)C=2C=CC=C3C=CN=CC23)C1)C1=CNC2=C1C=NC=C2